COC(=O)CC1=CC=CC=C1 methyl 2-phenyl acetate